C1(=CC=C(C=C1)OB(OC1=CC=C(C=C1)C)O)C di-p-toluyl-boric acid